2-(3,5-dichloro-4-(4-hydroxy-3-((4-methyl-3-oxopiperazin-1-yl)sulfonyl)phenoxy)phenyl)-6-(difluoromethyl)-1,2,4-triazine-3,5(2H,4H)-dione ClC=1C=C(C=C(C1OC1=CC(=C(C=C1)O)S(=O)(=O)N1CC(N(CC1)C)=O)Cl)N1N=C(C(NC1=O)=O)C(F)F